ClC=1N=C(C2=C(N1)C(=CS2)N(S(=O)(=O)C)C)N2[C@@H](COCC2)C (R)-N-(2-chloro-4-(3-methylmorpholinyl)thieno[3,2-d]pyrimidin-7-yl)-N-methyl-methylsulfonamide